4-amino-7-chloro-N-((5-ethynylpyridin-2-yl)methyl)-N-(1-methyl-1H-pyrazol-4-yl)-1,3-dihydrofuro[3,4-c]quinoline-8-carboxamide NC1=NC=2C=C(C(=CC2C2=C1COC2)C(=O)N(C=2C=NN(C2)C)CC2=NC=C(C=C2)C#C)Cl